C1(=CC=CC=C1)NC1=C(C=CC2=CC=C(C=C12)C1=CC=CC=C1)C1=CC=CC=C1 N-phenyl-2,7-diphenylnaphthalene-1-amine